C1(CCC1)CNC1CN(CCC1(F)F)C=1N=NC(=CC1)CN1N=NC(=C1)C=1C=NC=C(C1)OC N-(cyclobutylmethyl)-4,4-difluoro-1-[6-[[4-(5-methoxy-3-pyridyl)triazol-1-yl]methyl]pyridazin-3-yl]piperidin-3-amine